ClC1=CC=C2C(N(C=NC2=C1)C(C(=O)NC1=CC=C(C=C1)C1=C(C=NN1C)C)=C)=O (R)-2-(7-Chloro-4-oxoquinazolin-3(4H)-yl)-N-(4-(1,4-dimethyl-1H-pyrazol-5-yl)phenyl)propenamide